The molecule is a 4-O-(1H-indol-3-ylcarbonyl)ascaroside derived from (2E)-9-hydroxynon-2-enoic acid. It is a metabolite of the nematode Caenorhabditis elegans. It has a role as a Caenorhabditis elegans metabolite. It is an alpha,beta-unsaturated monocarboxylic acid, a 4-O-(1H-indol-3-ylcarbonyl)ascaroside and an omega-hydroxy fatty acid ascaroside. It derives from a (2E)-9-hydroxynon-2-enoic acid and an oscr#3. C[C@H]1[C@@H](C[C@H]([C@@H](O1)OCCCCCC/C=C/C(=O)O)O)OC(=O)C2=CNC3=CC=CC=C32